C(CCCCCCCCCCCCCCCCCCCCC)Cl docosyl chloride